2-(1-(methylsulfonyl)azetidin-3-yl)-5-nitroisoindoline CS(=O)(=O)N1CC(C1)N1CC2=CC=C(C=C2C1)[N+](=O)[O-]